C(C)(C)N1[C@H](CN(C[C@H]1C)C(=O)Cl)C (3s,5r)-4-isopropyl-3,5-dimethylpiperazine-1-carbonyl chloride